COC=1C=C(C=CC1)C=1C=NC=C(C=O)C1 5-(3-Methoxyphenyl)nicotinaldehyde